BrCC1=C(C(=C(C=C1Cl)NC(C)=O)F)Cl N-(4-(bromomethyl)-3,5-dichloro-2-fluorophenyl)acetamide